3-[5-chloro-2-(3,4,5-trimethoxyphenylamino)-pyrimidin-4-ylamino]-thiophene-2-carboxylic acid ClC=1C(=NC(=NC1)NC1=CC(=C(C(=C1)OC)OC)OC)NC1=C(SC=C1)C(=O)O